FC1=C(C(=CC=C1)F)C1=C(C=CC=C1)C(=C)F 2,6-difluoro-2'-(1-fluoroethenyl)-1,1'-biphenyl